COC1=C(C=CC=C1)C1CC(C(O1)=O)=C 5-(2-methoxyphenyl)-3-methylenedihydrofuran-2(3H)-one